3-(4-methylpiperazin-1-yl)-N-phenethylaniline CN1CCN(CC1)C=1C=C(NCCC2=CC=CC=C2)C=CC1